5-(((2R,3S)-3-Methoxy-1-(3-oxo-3-(4-(5-(trifluoromethyl)pyrimidin-2-yl)piperazin-1-yl)propoxy)butan-2-yl)amino)-4-(trifluoromethyl)pyridazin-3(2H)-one CO[C@H]([C@@H](COCCC(N1CCN(CC1)C1=NC=C(C=N1)C(F)(F)F)=O)NC1=C(C(NN=C1)=O)C(F)(F)F)C